methyl 2-[4-[4-(1,5-dimethylpyrazol-4-yl)-3-methyl-6-(pentylcarbamoyl)-2-pyridyl]phenyl]-2-methyl-propanoate CN1N=CC(=C1C)C1=C(C(=NC(=C1)C(NCCCCC)=O)C1=CC=C(C=C1)C(C(=O)OC)(C)C)C